ClC1=CC(=C(C=C1)C1=CC(=C(C=C1)F)C(F)(F)F)OC1(CC1)C(=O)NS(=O)(=O)C1=NC(=CC=C1)N1C[C@H](CC1)O (S)-1-((4-Chloro-4'-fluoro-3'-(trifluoromethyl)-[1,1'-biphenyl]-2-yl)oxy)-N-((6-(3-hydroxypyrrolidin-1-yl)pyridin-2-yl)sulfonyl)cyclopropane-1-carboxamide